ClC=1C=CC2=C([C@H](C[C@@](O2)(C(=O)NC23CC(C2)(C3)NC(COC3=CC(=C(C=C3)Cl)F)=O)C)O)C1 |r| Rac-(2R,4S)-6-chloro-N-{3-[2-(4-chloro-3-fluorophenoxy)acetamido]bicyclo[1.1.1]pent-1-yl}-4-hydroxy-2-methyl-3,4-dihydro-2H-1-benzopyran-2-carboxamide